(S)-5-(3-(tert-butoxy)-2-((1,3-dioxoisoindolin-2-yl)oxy)-3-oxopropanOxy)-2-(3-((tert-butoxycarbonyl)amino)propyl)-1-methyl-2H-indazol C(C)(C)(C)OC([C@H](COC=1C=C2CN(N(C2=CC1)C)CCCNC(=O)OC(C)(C)C)ON1C(C2=CC=CC=C2C1=O)=O)=O